N,N-diethyl-4-(4-((3-(piperidin-1-yl)propyl)amino)-1H-pyrazolo[3,4-b]pyridin-6-yl)benzamide C(C)N(C(C1=CC=C(C=C1)C1=CC(=C2C(=N1)NN=C2)NCCCN2CCCCC2)=O)CC